C1(CC1)C1=CC=CC(=C1NC1=CC(=NC=C1C(=O)NOC)NC1=NC=C(C(=C1)C)F)N(S(=O)(=O)C)C 4-((6-cyclopropyl-2-(N-methyl-methanesulfonamido)-phenyl)amino)-6-((5-fluoro-4-methyl-pyridin-2-yl)amino)-N-methoxynicotinamide